ammonium dodecenyl-succinate salt C(=CCCCCCCCCCC)C(C(=O)[O-])CC(=O)[O-].[NH4+].[NH4+]